CC[C@@H](C)CCCCC(=O)N[C@@H](CCNCS(=O)(=O)O)C(=O)N[C@@H]([C@@H](C)O)C(=O)N[C@@H](CCNCS(=O)(=O)O)C(=O)N[C@H]1CCNC(=O)[C@@H](NC(=O)[C@@H](NC(=O)[C@@H](NC(=O)[C@@H](NC(=O)[C@H](NC(=O)[C@@H](NC1=O)CCNCS(=O)(=O)O)CC(C)C)CC(C)C)CCNCS(=O)(=O)O)CCNCS(=O)(=O)O)[C@@H](C)O The molecule is colistin A in which each of the primary amino groups is converted to the corresponding aminomethanesulfonic acid, commonly by the action of formaldehyde followed by sodium bisulfite. It is a polymyxin, an amino sulfonic acid and a peptide antibiotic. It derives from a colistin A. It is a conjugate acid of a colistimethate A(5-).